((phenylthio)methyl)quinoline C1(=CC=CC=C1)SCC1=NC2=CC=CC=C2C=C1